(1R,3S,5R)-tert-butyl-3-((6-bromo-5-fluoro-3-methylpyridin-2-yl)carbamoyl)-5-methyl-2-azabicyclo[3.1.0]hexane C(C)(C)(C)[C@]12N[C@@H](C[C@@]2(C1)C)C(NC1=NC(=C(C=C1C)F)Br)=O